4-(5-Fluoropyridin-2-yl)-2-[(3R)-3-methylmorpholin-4-yl]-8-[1-(tetrahydro-2H-pyran-2-yl)-1H-pyrazol-5-yl]-1,7-naphthyridine FC=1C=CC(=NC1)C1=CC(=NC2=C(N=CC=C12)C1=CC=NN1C1OCCCC1)N1[C@@H](COCC1)C